F[B-](F)(F)F.F[B-](F)(F)F.Cl[N+]12C(C[N+](CC1)(CC2)F)C 1-chloro-methyl-4-fluoro-1,4-diazoniabicyclo[2.2.2]octane bis(tetrafluoroborate)